N-(4-methylbenzenesulfonyloxy)-7-oxabicyclo[2.2.1]-hept-5-ene-2,3-dicarboximide CC1=CC=C(C=C1)S(=O)(=O)ON1C(=O)C2C3C=CC(C2C1=O)O3